CN(C1CN(CC1)C1=C(C=C(C=C1)N1C=NC(=C1)NC=1N=CC(=NC1)C#N)C(F)(F)F)C 5-((1-(4-(3-(Dimethylamino)pyrrolidin-1-yl)-3-(trifluoromethyl)phenyl)-1H-imidazol-4-yl)amino)pyrazine-2-carbonitrile